C1(=CC=CC=C1)[C@H]1CC[C@H]2N(CCN(C2)C(=O)C2=C(C(=CC=C2)OC)Br)C1 [(7R,9aR)-7-phenyl-1,3,4,6,7,8,9,9a-octahydropyrido[1,2-a]pyrazin-2-yl]-(2-bromo-3-methoxyphenyl)methanone